C(C)C1=C(NC2=CC=C(C=C12)C1=NOC(=N1)C1CC2(C1)CCNCC2)C2=CC(=NC=C2)C 3-(3-ethyl-2-(2-methylpyridin-4-yl)-1H-indol-5-yl)-5-(7-azaspiro[3.5]nonan-2-yl)-1,2,4-oxadiazole